BrC=1C=C(C=C(C1)Cl)C(CN(C(OC(C)(C)C)=O)CCNC(=O)OC(C)(C)C)=O tert-butyl N-[2-(3-bromo-5-chloro-phenyl)-2-oxo-ethyl]-N-[2-(tertbutoxycarbonylamino)ethyl]carbamate